ClC1=CC=C(C[C@H]2CC[C@@]([C@]2(O)CN2N=CN=C2)(C)CCl)C=C1 (1S,2R,5R)-5-(4-chlorobenzyl)(chloromethyl)-2-methyl-1-(1H-1,2,4-triazolylmethyl)cyclopentan-1-ol